CN(CCOCC(C)N)C 1-(2-(dimethylamino)ethoxy)-2-propylamine